1-benzyl-4-((3R,4S)-3-fluoropiperidin-4-yl)piperazine C(C1=CC=CC=C1)N1CCN(CC1)[C@@H]1[C@@H](CNCC1)F